bis(2-methyl-4-phenylcyclopenta[b]indolyl)zirconium CC=1C(C2=C(N(C=3C=CC=CC23)C2=CC=CC=C2)C1)[Zr]C1C(=CC=2N(C=3C=CC=CC3C21)C2=CC=CC=C2)C